OC1=C(C=C(C=C1)C=O)C=O 4-hydroxy-1,3-benzenedicarbaldehyde